BrC=1C(=C(C=CC1)CC#N)C(C)O 2-(3-bromo-(1-hydroxyethyl)phenyl)acetonitrile